C1(CC1)C=1C2=C(C(N(C1)C1=NC(=CC(=C1)C1=C(C=C(C=C1)F)C=1N(C=CN1)C)C1CC1)=O)NC(=N2)CN2C[C@H](CCC2)C 7-cyclopropyl-5-[6-cyclopropyl-4-[4-fluoro-2-(1-methylimidazol-2-yl)phenyl]pyridin-2-yl]-2-[[(3S)-3-methylpiperidin-1-yl]methyl]-3H-imidazo[4,5-c]pyridin-4-one